3-bromo-4-methyl-1-(tetrahydro-2H-pyran-2-yl)-1H-pyrazole BrC1=NN(C=C1C)C1OCCCC1